2-(4-(4-(5-chlorofuran-2-carbonyl)piperazine-1-carbonyl)phenyl)-1H-benzo[d]imidazole-4-carboxamide ClC1=CC=C(O1)C(=O)N1CCN(CC1)C(=O)C1=CC=C(C=C1)C1=NC2=C(N1)C=CC=C2C(=O)N